O[C@H]1[C@@H](O)[C@H](O)[C@@H](O)[C@H](O1)C(=O)O beta-D-iduronic acid